BrC=1C(=CC=2N(C1)C=CN2)C 6-bromo-7-methyl-imidazo[1,2-a]pyridine